[(E)-[amino-[3-[2-[[3-[4-(tert-butoxy carbonylamino)butanoylamino]phenyl]sulfonylamino]-2-(6-methoxy-1,3-benzothiazol-2-yl)ethyl]phenyl]methylene]amino] acetate C(C)(=O)O/N=C(\C1=CC(=CC=C1)CC(C=1SC2=C(N1)C=CC(=C2)OC)NS(=O)(=O)C2=CC(=CC=C2)NC(CCCNC(=O)OC(C)(C)C)=O)/N